(2S,3R)-1-(4-(2,6-di(benzyloxy)pyridin-3-yl)-5-fluorobenzofuran-7-yl)-2-methylazetidin-3-ol C(C1=CC=CC=C1)OC1=NC(=CC=C1C1=C(C=C(C2=C1C=CO2)N2[C@H]([C@@H](C2)O)C)F)OCC2=CC=CC=C2